(R)-4-methyl-5-(trifluoromethyl)-2-(2-(trifluoromethyl)morpholino)nicotinamide CC1=C(C=NC(=C1C(=O)N)N1C[C@@H](OCC1)C(F)(F)F)C(F)(F)F